C(C)(CC)NCCC(=O)NC1=C(C2=C(CNCC2)S1)C=1SC2=C(N1)C=C(C=C2)C(F)(F)F 3-(sec-butylamino)-N-(3-(5-(trifluoromethyl)-benzo[d]thiazol-2-yl)-4,5,6,7-tetrahydrothieno[2,3-c]pyridin-2-yl)propanamide